2-(4-methyl-1-oxo-1,3-dihydroisobenzofuran-5-yl)acetic acid CC1=C2COC(C2=CC=C1CC(=O)O)=O